O1CCN(CC1)C1=NC=NC2=CC=C(N=C12)C1=CC(=CC=C1)S(=O)(=O)OCC(C)(C)C 4-morpholino-6-[m-(neopentyloxysulfonyl)phenyl]-1,3,5-triazanaphthalene